tert-Butyl 5-(2-ethoxy-2-oxoethyl)-7-nitro-2-phenyl-1H-indole-1-carboxylate C(C)OC(CC=1C=C2C=C(N(C2=C(C1)[N+](=O)[O-])C(=O)OC(C)(C)C)C1=CC=CC=C1)=O